2-methoxythiazole-5-carbaldehyde COC=1SC(=CN1)C=O